ClC1=C(C=CC=C1)CC(=O)NC1=CC(=NC=C1)N(C(C)=O)C1=CC(=CC=C1)OC(F)(F)F N-{4-[2-(2-chlorophenyl)acetamido]pyridin-2-yl}-N-[3-(trifluoromethoxy)phenyl]acetamide